ClC=1C(=C(C=2C3=C(C=NC2C1)CN([C@H]3C)C(=O)OC(C)(C)C)OC)OC tert-butyl (S)-7-chloro-8,9-dimethoxy-1-methyl-1,3-dihydro-2H-pyrrolo[3,4-c]quinoline-2-carboxylate